N-[(3S,4S)-1,3-Dimethyl-4-piperidyl]-6-[3-[[4-methoxy-6-(methylcarbamoyl)-3-pyridyl]amino]prop-1-ynyl]-1-(2,2,2-trifluoroethyl)benzimidazole-4-carboxamide CN1C[C@@H]([C@H](CC1)NC(=O)C1=CC(=CC=2N(C=NC21)CC(F)(F)F)C#CCNC=2C=NC(=CC2OC)C(NC)=O)C